sodium fluoroacetate FCC(=O)[O-].[Na+]